ClC=1C=C(C=C(C1OCCCl)C#N)C(C)(C)C1=CC=C(OC)C=C1 (4-(2-(3-chloro-4-(2-chloroethoxy)-5-cyanophenyl)propan-2-yl)phenoxy)methan